2-(3-(2,6-Dioxopiperidin-3-yl)-1H-indazol-1-yl)-N-(4-hydroxybenzyl)acetamide O=C1NC(CCC1C1=NN(C2=CC=CC=C12)CC(=O)NCC1=CC=C(C=C1)O)=O